6-chloro-7-methoxy-4-[(1,3-thiazol-2-yl)methyl]-3,4-dihydro-2H-1,4-benzoxazine-8-carboxylic acid ClC=1C(=C(C2=C(N(CCO2)CC=2SC=CN2)C1)C(=O)O)OC